C1(CCC1)N1C(=NC2=C1C=C(C=C2)C(=O)O)C=2N(C(C(=C(N2)C(NC=2C=NOC2)=O)O)=O)C 1-cyclobutyl-2-{5-hydroxy-1-methyl-4-[(1,2-oxazol-4-yl)carbamoyl]-6-oxo-1,6-dihydropyrimidin-2-yl}-1H-1,3-benzodiazole-6-carboxylic acid